FC=1C=CC(=NC1)OC=1C=C(C=CC1C)NC(=O)NC(=O)C1CC(C1)OC N-((3-((5-fluoropyridin-2-yl)oxy)-4-methylphenyl)carbamoyl)-3-methoxycyclobutane-1-carboxamide